NCC=1C=C(C=CC1)C=1C=C(C2=C(C(=CO2)COC2=C(C=CC=C2)CC(=O)O)C1)C 2-(2-((5-(3-(aminomethyl)phenyl)-7-methylbenzofuran-3-yl)methoxy)phenyl)acetic acid